mercapto-chlorine SCl